1,3-Benzenedicarboxylic acid, dimethyl ester C1(=CC(=CC=C1)C(=O)OC)C(=O)OC